FC1=C(C(=C(C(=C1F)F)F)F)C1=CC(=C(C=C1)O)[N+](=O)[O-] 2',3',4',5',6'-pentafluoro-3-nitro-[1,1'-biphenyl]-4-ol